[Cl-].[Cl-].C1(=CC=CC=C1)C(C1=CC=CC=C1)=[Zr](C1C2=CC(=CC=C2C=2C=CC(=CC12)C(C)(C)C)C(C)(C)C)C1C=CC=C1 Diphenylmethylene-(cyclopentadienyl)(2,7-di-tert-butyl-9-fluorenyl)-zirconium(IV) dichloride